methyl (4S)-4-[[(1,1-dimethylethoxy)carbonyl]amino]-5-(4-methylpiperazin-1-yl)-5-oxopentanoate CC(C)(OC(=O)N[C@@H](CCC(=O)OC)C(=O)N1CCN(CC1)C)C